IC1=CC=C(C=C1)N1C2=CC=CC=C2C=2C=CC=CC12 9-(4-iodophenyl)carbazole